[4-(5-tert-butyl-1,2,4-oxadiazol-3-yl)phenyl]-[6-(3-methylpyrazol-1-yl)-2-azaspiro[3.3]heptan-2-yl]methanone C(C)(C)(C)C1=NC(=NO1)C1=CC=C(C=C1)C(=O)N1CC2(C1)CC(C2)N2N=C(C=C2)C